N(C)CC(=O)OCCCCCCCCCCCC.[K] potassium dodecyl sarcosinate